C(C)(C)(C)OC(=O)C1=CC=C(C=C1)CCCCCN1N=NC2=C1C=CC(=C2C)C(CC(=O)OCC)C2=CC=C1CCN(CC1=C2)C(=O)OC(C)(C)C tert-Butyl 7-[1-(1-{5-[4-(tert-butoxycarbonyl)phenyl]pentyl}-4-methyl-1H-benzotriazol-5-yl)-3-ethoxy-3-oxopropyl]-3,4-dihydroisoquinoline-2(1H)-carboxylate